tert-Butyl-acrylat C(C)(C)(C)OC(C=C)=O